3-((1-(fluoromethyl)cyclopropyl)methyl)-3H-imidazo[4,5-b]pyridine FCC1(CC1)CN1C=NC=2C1=NC=CC2